FC=1C=C(COC=2C=C3N(C(N2)=O)CC2(N3CCC2)CC)C=C(C1OC=1C=NC(=NC1)C(F)(F)F)F 3-((3,5-difluoro-4-((2-(trifluoromethyl)pyrimidin-5-yl)oxy)benzyl)oxy)-8a-ethyl-7,8,8a,9-tetrahydro-1H,6H-pyrrolo[1',2':3,4]imidazo[1,2-c]pyrimidin-1-one